(E)-N'-(4-ethylbenzylidene)-4-hydroxybenzohydrazide C(C)C1=CC=C(\C=N\NC(C2=CC=C(C=C2)O)=O)C=C1